tert-butyl 4-cyano-2-(7-(((S)-1-cyclohexylethyl)carbamoyl)-2-methylquinolin-3-yl)butanoate C(#N)CCC(C(=O)OC(C)(C)C)C=1C(=NC2=CC(=CC=C2C1)C(N[C@@H](C)C1CCCCC1)=O)C